COCCC1=C2C(=NC=C1)C(=C(N2COCC[Si](C)(C)C)C2=CC(=NC=C2)N)C2=NC=CC=C2 4-[7-(2-methoxyethyl)-3-(pyridin-2-yl)-1-{[2-(trimethylsilyl)ethoxy]methyl}-1H-pyrrolo[3,2-b]pyridin-2-yl]pyridin-2-amine